C123[C@H](CC(CC1)C2(C)C)S(=O)(=O)NC3 (2S)-bornane-2,10-sultam